(S)-4-amino-N-(6-((1-ethyl-1H-pyrazol-4-yl)ethynyl)-2,3-dihydrobenzofuran-3-yl)-N,1-dimethyl-1H-pyrazolo[4,3-c]quinoline-8-carboxamide NC1=NC=2C=CC(=CC2C2=C1C=NN2C)C(=O)N(C)[C@@H]2COC1=C2C=CC(=C1)C#CC=1C=NN(C1)CC